N-(2-chloro-4,5-difluoro-3-iodophenyl)-3-fluoro-N-((3-fluoropropyl)-sulfonyl)propane-1-sulfonamide ClC1=C(C=C(C(=C1I)F)F)N(S(=O)(=O)CCCF)S(=O)(=O)CCCF